CN1N=NC2=C1C=CC(=C2)CNC(=O)[C@H]2N(C[C@@H](C2)CC2=CC=NC=C2)C([C@@H](CCC(N2CCCC2)=O)NCC2=CC=CC=C2)=O (2S,4R)-1-((R)-2-Benzylamino-5-oxo-5-pyrrolidin-1-yl-pentanoyl)-4-pyridin-4-ylmethyl-pyrrolidine-2-carboxylic acid (1-methyl-1H-benzotriazol-5-ylmethyl)-amide